(3S)-1-(3-chlorophenyl)-N-((1R,2R,4S)-7-cyano-7-azabicyclo[2.2.1]heptan-2-yl)-5-oxo-3-pyrrolidinecarboxamide ClC=1C=C(C=CC1)N1C[C@H](CC1=O)C(=O)N[C@H]1[C@H]2CC[C@@H](C1)N2C#N